C(CC(C)C)OC[Si](OC)(OC)OC isopentyloxymethyltrimethoxysilane